C(CC)C12CNCC(CC1)CC2 1-propyl-3-azabicyclo[3.2.2]nonane